1-cyclopropyl-5-trifluoromethyl-N'-(1-(2,6-dimethylphenyl)methylene)-1H-pyrazole-4-carboxylic acid hydrazide C1(CC1)N1N=CC(=C1C(F)(F)F)C(=O)NN=CC1=C(C=CC=C1C)C